trimellityl alcohol C(C=1C(C(=O)O)=CC(C(=O)O)=CC1)(=O)O